ClC1=CC=C2C(=N1)N=C(O2)NC2COCC2 5-Chloro-N-tetrahydrofuran-3-yl-oxazolo[4,5-b]pyridin-2-amine